tert-Butyl 3-(hydroxy(1H-pyrrolo[2,3-c]pyridin-3-yl)methyl)azetidine-1-carboxylate OC(C1CN(C1)C(=O)OC(C)(C)C)C1=CNC2=CN=CC=C21